4-[(2S)-2,6-diaminohexamido]butanoic acid N[C@H](C(=O)NCCCC(=O)O)CCCCN